NC1=CC2=CN(N=C2C=C1C1=CC=C(C(=O)NCC2=COC=C2)C=C1)CCC(C)(C)O 4-(5-amino-2-(3-hydroxy-3-methylbutyl)-2H-indazol-6-yl)-N-(furan-3-ylmethyl)benzamide